pyrrole boronate B(O)O.N1C=CC=C1